N-[(1R,5S)-8-Benzyl-8-azabicyclo[3.2.1]octan-3-yl]-6-(4-fluorophenyl)-8-methoxy-quinazolin-4-amine C(C1=CC=CC=C1)N1[C@H]2CC(C[C@@H]1CC2)NC2=NC=NC1=C(C=C(C=C21)C2=CC=C(C=C2)F)OC